N-[4-(2,4-dihydroxyphenyl)pentanoyl]-N-methylglycine OC1=C(C=CC(=C1)O)C(CCC(=O)N(CC(=O)O)C)C